1-methyl-4-(pentylmethyl)benzene thulium Tin lutetium [Lu].[Sn].[Tm].CC1=CC=C(C=C1)CCCCCC